C(C)(C)C1=NN(C(=C1)CN1C(N(C(C2=C1SC(=C2)S(=O)(=O)NC2(CC2)C)=O)CC2=CN=C(S2)C)=O)C 1-((3-Isopropyl-1-methyl-1H-pyrazol-5-yl)methyl)-N-(1-methylcyclopropyl)-3-((2-methylthiazole-5-yl)methyl)-2,4-Dioxo-1,2,3,4-tetrahydrothieno[2,3-d]pyrimidin-6-sulfonamide